[3-(3,4-difluorophenyl)-3-fluoro-pyrrolidin-1-yl]-(3-pyridazin-4-yl-1H-pyrazol-5-yl)methanone FC=1C=C(C=CC1F)C1(CN(CC1)C(=O)C1=CC(=NN1)C1=CN=NC=C1)F